(3,5-dichloro-4-hydroxyphenyl)(1,1-dioxospiro[benzo[B][1,4]thiazine-2,1'-cyclopropane]-4(3H)-yl)methanone ClC=1C=C(C=C(C1O)Cl)C(=O)N1C2=C(S(C3(CC3)C1)(=O)=O)C=CC=C2